N-[(3-chloro-4-fluorophenyl)(4-methanesulfonyl-5-methyl-1H-imidazol-2-yl)methyl]-5-fluoro-4-methylpyridin-2-amine ClC=1C=C(C=CC1F)C(NC1=NC=C(C(=C1)C)F)C=1NC(=C(N1)S(=O)(=O)C)C